COC1=CC=C(CSC=2C=C(SC2)C#N)C=C1 4-((4-methoxybenzyl)thio)thiophene-2-carbonitrile